C(C#C)O[C@H]1[C@@H](O[C@@H]([C@H]1O)CO)N1C(=O)NC(=O)C=C1 2'-O-propargyluridine